COC(CCCCCCCCCCCC\C=C/CCO)OC (3Z)-17,17-dimethoxy-3-heptadecen-1-ol